3-benzyl-5-phenyl-4-trifluoromethyl-oxazole C(C1=CC=CC=C1)N1COC(=C1C(F)(F)F)C1=CC=CC=C1